6-fluoro-2-methyl-4H-benzo[d][1,3]oxazine-4-one FC1=CC2=C(N=C(OC2=O)C)C=C1